CC1C(CCCC(C1)O)O 2-methylcycloheptane-1,4-diol